(S)-tert-butyl (5-(pyrimidin-5-yl)isochroman-1-yl)methylcarbamate N1=CN=CC(=C1)C1=C2CCO[C@@H](C2=CC=C1)CNC(OC(C)(C)C)=O